aminoiminomethanesulfonic acid, cyanoamide C(#N)NS(=O)(=O)C=NN